3-(4-(tert-butyl)phenyl)-1-(2-hydroxyphenyl)prop-2-ene-1-one C(C)(C)(C)C1=CC=C(C=C1)C=CC(=O)C1=C(C=CC=C1)O